Tertiary butyl azodicarboxylate N(=NC(=O)[O-])C(=O)OC(C)(C)C